(S)-(5-(2-chlorophenoxy)-2-(3-(3-chloropyridin-2-yloxy)pyrrolidin-1-yl)phenyl)methanol ClC1=C(OC=2C=CC(=C(C2)CO)N2C[C@H](CC2)OC2=NC=CC=C2Cl)C=CC=C1